2,2'-di-tert-butoxycarbonyloxy-3,3'-di-tert-butyl-5,5'-divinyl-1,1'-biphenyl C(C)(C)(C)OC(=O)OC1=C(C=C(C=C1C(C)(C)C)C=C)C1=C(C(=CC(=C1)C=C)C(C)(C)C)OC(=O)OC(C)(C)C